S([O-])(O)(=O)=O.C[N+](CCCCS(=O)(=O)O)(C)C N,N,N-trimethyl-N-sulfobutyl-ammonium bisulfate